tert-Butyl ((1S,3S)-3-carbamoylcyclohexyl)carbamate C(N)(=O)[C@@H]1C[C@H](CCC1)NC(OC(C)(C)C)=O